NC=1C=C(NC2=NC=3N(C(=N2)C2=CSC4=C2C=CC=C4)N=CC3)C=CC1F 2-(3-amino-4-fluoroanilino)-4-(benzothien-3-yl)pyrazolo[1,5-a][1,3,5]Triazine